(1R,4R,7R)-2-{2-[1-(cyclopropylmethyl)-6-(quinoxalin-6-yl)-1H-pyrrolo[2,3-b]pyridin-2-yl]-7-methoxy-1-methyl-1H-1,3-benzodiazole-5-carbonyl}-2-azabicyclo[2.2.1]heptan-7-amine C1(CC1)CN1C(=CC=2C1=NC(=CC2)C=2C=C1N=CC=NC1=CC2)C2=NC1=C(N2C)C(=CC(=C1)C(=O)N1[C@@H]2CC[C@H](C1)[C@H]2N)OC